N1C=CN=C(C=C1)C(=O)N [1,4]Diazepine-5-carboxamide